BrC1=CC=CC2=C1OCCN2C(=O)OCCCC butyl 8-bromo-2,3-dihydro-4H-benzo[b][1,4]oxazine-4-carboxylate